5-{2-[2-(9H-Fluoren-2-sulfonamido)phenyl]ethynyl}-3-methylpyridin C1=C(C=CC=2C3=CC=CC=C3CC12)S(=O)(=O)NC1=C(C=CC=C1)C#CC=1C=C(C=NC1)C